C(C)NC(=O)C1=CC2=NC=C3C(=C2N1)COC3 N-ethyl-6,8-dihydro-1H-furo[3,4-d]pyrrolo[3,2-b]pyridine-2-carboxamide